1-(4-Fluorobenzyl)-7-methyl-N-(3-propionamidophenyl)-5-(1H-pyrrole-2-carbonyl)-4,5,6,7-tetrahydro-1H-pyrazolo[4,3-c]Pyridine-3-carboxamide FC1=CC=C(CN2N=C(C=3CN(CC(C32)C)C(=O)C=3NC=CC3)C(=O)NC3=CC(=CC=C3)NC(CC)=O)C=C1